FC=1C=C(C(=NC1C(F)(F)F)OC([2H])([2H])[2H])NS(=O)(=O)C1=CN(C=2C[C@@](CCC12)(C(F)(F)F)OC([2H])([2H])[2H])S(=O)(=O)C1=CC=C(C)C=C1 (S)-N-(5-fluoro-2-(methoxy-d3)-6-(trifluoromethyl)pyridin-3-yl)-6-(methoxy-d3)-1-tosyl-6-(trifluoromethyl)-4,5,6,7-tetrahydro-1H-indole-3-sulfonamide